ClC=1C=C(C=CC1)[C@H](C(=O)N1CC2=C(CCC1)N=C(NC2=O)C2(CC2)C=2SC=C(C2)C2CCOCC2)O (R)-6-(2-(3-chlorophenyl)-2-hydroxyacetyl)-2-(1-(4-(tetrahydro-2H-pyran-4-yl)thiophen-2-yl)cyclopropyl)-3,5,6,7,8,9-hexahydro-4H-pyrimido[5,4-c]azepin-4-one